cyclopentyl-N-(2-methoxyphenyl)-2-((5-(4-methylpiperazin-1-yl)pyridin-2-yl)amino)-7H-pyrrolo[2,3-d]pyrimidine-6-carboxamide C1(CCCC1)C=1C2=C(N=C(N1)NC1=NC=C(C=C1)N1CCN(CC1)C)NC(=C2)C(=O)NC2=C(C=CC=C2)OC